{4,6-diamino-2-[5-fluoro-1-(2-fluorobenzyl)-1H-pyrazolo[3,4-b]pyridin-3-yl]pyrimidin-5-yl}carbamic acid methyl ester COC(NC=1C(=NC(=NC1N)C1=NN(C2=NC=C(C=C21)F)CC2=C(C=CC=C2)F)N)=O